2-(4-methoxyphenyl)-5-phenyl-furan COC1=CC=C(C=C1)C=1OC(=CC1)C1=CC=CC=C1